6-(1'-cyclopropyl-[1,4'-bipiperidin]-4-yl)-2-(3-fluoro-4-(methylsulfonyl)phenyl)-1,4-dimethyl-1H-benzo[d]imidazole C1(CC1)N1CCC(CC1)N1CCC(CC1)C=1C=C(C2=C(N(C(=N2)C2=CC(=C(C=C2)S(=O)(=O)C)F)C)C1)C